methyl 2-fluoro-5-(2-methoxyphenyl)isonicotinate FC=1C=C(C(=O)OC)C(=CN1)C1=C(C=CC=C1)OC